COC1=CC=C(C=C1)NC(=O)N {4-methoxyphenyl}urea